CC(CO)(CCC)C 2,2-dimethylpentan-1-ol